4-(2H-Naphtho[1,2-d]triazol-2-yl)-2-stilbenesulfonic Acid Sodium Salt [Na+].N=1N(N=C2C1C1=CC=CC=C1C=C2)C=2C=C(C(=CC2)C=CC2=CC=CC=C2)S(=O)(=O)[O-]